NC1=NNC(C=N1)=O 3-amino-1,2,4-triazin-6-one